OC[C@H]1OCC[C@H](C1)NC1=NC=C2N=C(N(C2=N1)C1CCC(CC1)C(=O)N)NC1=C(C=C(C=C1F)F)F (1S,4s)-4-(2-((2S,4R)-2-(hydroxymethyl)tetrahydro-2H-pyran-4-ylamino)-8-(2,4,6-trifluorophenylamino)-9H-purin-9-yl)cyclohexanecarboxamide